5-(4-chlorophenyl)-3-(1-methyl-1H-pyrazol-4-yl)pyrazine-2-carboxylic acid methyl ester COC(=O)C1=NC=C(N=C1C=1C=NN(C1)C)C1=CC=C(C=C1)Cl